dibutyl acetylcitrate C(C)(=O)C(C(=O)OCCCC)C(O)(C(=O)[O-])CC(=O)OCCCC